BrC1=C2C=CC=CC2=C(C2=CC=CC=C12)C1=CC=CC2=C1OC1=C2C=CC=C1 4-(10-bromoanthracene-9-yl)dibenzo[b,d]furan